(4-chloropyridin-2-yl)ethan-1-ol ClC1=CC(=NC=C1)C(C)O